4-[1-(7-chloro-1,6-naphthyridin-2-yl)-1-hydroxyethyl]Piperidine-1-carboxylic acid ClC1=NC=C2C=CC(=NC2=C1)C(C)(O)C1CCN(CC1)C(=O)O